F[P-](F)(F)(F)(F)F.C(=C)N1CN(C=C1)CC=C 1-vinyl-3-allylimidazole hexafluorophosphate